acrylic acid dimethyl-taurate sodium [Na+].CN(CCS(=O)(=O)[O-])C.C(C=C)(=O)O